2-chloro-N,N-dimethyl-4-(2,7-diazaspiro[3.5]nonan-2-yl)benzamide ClC1=C(C(=O)N(C)C)C=CC(=C1)N1CC2(C1)CCNCC2